C(C1=CC=CC=C1)N1C2=NC=NC(=C2N=C1C1=C(C=C(C=C1)OCCN1CCNCC1)Cl)OC1(CC1)C 9-benzyl-8-(2-chloro-4-(2-(piperazin-1-yl)ethoxy)phenyl)-6-(1-methylcyclopropoxy)-9H-purine